(S)-cyclopropyl(4-(4-methylpyrazolo[1,5-a]pyridin-2-yl)-1,4,6,7-tetrahydro-5H-imidazo[4,5-c]pyridin-5-yl)methanone C1(CC1)C(=O)N1[C@@H](C2=C(CC1)NC=N2)C2=NN1C(C(=CC=C1)C)=C2